(R)-6-(4-((1H-indazol-5-yl)amino)pyrimidin-2-yl)-N-(1-(6-(trifluoro-methyl)pyridin-3-yl)ethyl)-1H-indole-2-carboxamide N1N=CC2=CC(=CC=C12)NC1=NC(=NC=C1)C1=CC=C2C=C(NC2=C1)C(=O)N[C@H](C)C=1C=NC(=CC1)C(F)(F)F